3-Dibutylamino-N,N-dimethylpropionamide acetate salt C(C)(=O)O.C(CCC)N(CCC(=O)N(C)C)CCCC